ClC=1C=2N(C=CC1)N=C(C2)[C@@H]2N(CCC1=C2N=CN1)C=1OC(=NN1)C=1N=NC=CC1 (R)-2-(4-(4-chloropyrazolo[1,5-a]pyridin-2-yl)-1,4,6,7-tetrahydro-5H-imidazo[4,5-c]pyridin-5-yl)-5-(pyridazin-3-yl)-1,3,4-oxadiazole